FC(C(C(C(C(C(O)(F)F)(F)F)(F)F)(F)F)(F)F)(CCO)F dodecafluoro-1,8-octanediol